(2R,4S)-tert-butyl 4-(6-chloro-8-(2-(hydroxymethyl)thieno[3,2-b]pyridin-7-yl)-3,4-dihydroquinolin-1(2H)-yl)-2-(methoxymethyl)-2-methylpyrrolidine-1-carboxylate ClC=1C=C2CCCN(C2=C(C1)C1=C2C(=NC=C1)C=C(S2)CO)[C@H]2C[C@](N(C2)C(=O)OC(C)(C)C)(C)COC